6-[7-(2-Methyl-2-morpholin-4-yl-propoxy)-imidazo[1,2-a]pyridin-3-yl]-pyrimidin CC(COC1=CC=2N(C=C1)C(=CN2)C2=CC=NC=N2)(C)N2CCOCC2